OC1=C2C(CC2=CC=C1C(CC(=O)OC)C)(C)OC methyl 3-(2-hydroxy-8-methoxy-8-methylbicyclo[4.2.0]oct-1,3,5-trien-3-yl)butanoate